C(C1=CC=CC=C1)OC=1C(C(=CN2C1C(N1[C@H](CCC([C@H]2C1)=O)CO[Si](C)(C)C(C)(C)C)=O)C(=O)NCC1=C(C=C(C=C1)F)F)=O (3R,7R)-12-(benzyloxy)3-(((tertbutyldimethylsilyl)oxy)methyl)-N-(2,4-difluorobenzyl)-1,6,11-trioxo-1,4,5,6,7,11-hexahydro-3H-2,7-methanopyrido[1,2-a][1,4]diazonine-10-carboxamide